9-(2-amino-6-(perfluoroethyl)pyrimidin-4-yl)-1-(3,4-difluorophenyl)-1,9-diazaspiro[5.5]undecane-2-one NC1=NC(=CC(=N1)N1CCC2(CCCC(N2C2=CC(=C(C=C2)F)F)=O)CC1)C(C(F)(F)F)(F)F